butylperoxy-3,5,5-trimethylhexanoat C(CCC)OOC(C(=O)[O-])C(CC(C)(C)C)C